BrCCCCCC(=O)OCC(CCCCCCCC)CCCCCCCC 2-octyldecyl 6-bromohexanoate